CN1N=C2N=CC(=CC2=C1)N=C(C1=CC=CC=C1)C1=CC=CC=C1 N-(2-methyl-2H-pyrazolo[3,4-b]pyridin-5-yl)-1,1-diphenylmethanimine